(pyridin-4-yl)-4,5,6,7-tetrahydropyrazolo[1,5-a]pyrazine hydrogen chloride Cl.N1=CC=C(C=C1)C1=NN2C(CNCC2)=C1